C1CN1C2=C(C(=C(C(=C2)C(=O)N)[N+](=O)[O-])N)O 5-(aziridin-1-yl)-4-hydroxyl-amino-2-nitrobenzamide